3-(7-methylpyrazolo[1,5-a]pyrimidin-6-yl)urea CC1=C(C=NC=2N1N=CC2)NC(N)=O